OC1=CC=C(C=C1)C(CC1=CC=CC=C1)(C)C1=CC=C(C=C1)O 2,2-Bis-(4-hydroxyphenyl)-1-phenyl-propan